6-(2,2-diethoxyethyl)-2-(2,6-dioxopiperidin-3-yl)-6,7-dihydropyrrolo[3,4-f]isoindole-1,3(2H,5H)-dione C(C)OC(CN1CC=2C=C3C(=CC2C1)C(N(C3=O)C3C(NC(CC3)=O)=O)=O)OCC